4-((benzoyloxy)methyl)piperidine-1-carboxylic acid tert-butyl ester C(C)(C)(C)OC(=O)N1CCC(CC1)COC(C1=CC=CC=C1)=O